C(C1=CC=CC=C1)OC[C@@H](C(=O)OC)O[Si](C)(C)C(C)(C)C methyl (S)-3-(benzyloxy)-2-((tert-butyldimethylsilyl) oxy)-propionate